FC1=CC=C(C=C1)[C@]1(CC=2C(=NC=C(C2)C(=O)N2CC3(CC2)CCOCC3)N1)C 2-[(2R)-2-(4-fluorophenyl)-2-methyl-1H,2H,3H-pyrrolo[2,3-b]pyridine-5-carbonyl]-8-oxa-2-azaspiro[4.5]decane